OC(=O)C(F)(F)F.C1(=CC=CC=C1)CCCC1=NOC(=N1)[C@H]1NCCCC1 3-(3-phenylpropyl)-5-[(2S)-piperidin-2-yl]-1,2,4-oxadiazole TFA salt